6-(1,3-thiazol-4-yl)-1H,6H,7H-pyrrolo[2,3-c]pyridin-7-one S1C=NC(=C1)N1C(C2=C(C=C1)C=CN2)=O